N1(CCN(CC1)C(=O)[C@]1(O[C@@H]1C1=CC=C(C=C1)[N+](=O)[O-])C)C(=O)[C@]1(O[C@@H]1C1=CC=C(C=C1)[N+](=O)[O-])C Piperazine-1,4-diylbis(((2S,3R)-2-methyl-3-(4-nitrophenyl)oxiran-2-yl)-methanone)